C(C)OC(=O)C=1C=NN2C1N=C(C=C2C)NC 7-methyl-5-(methylamino)pyrazolo[1,5-a]Pyrimidine-3-carboxylic acid ethyl ester